C1(CC1)COC=1C(=NN(C(C1)=O)CC(=O)O)N(C)C 2-(4-(cyclopropylmethoxy)-3-(dimethylamino)-6-oxopyridazin-1(6H)-yl)acetic acid